4-{4-[(1-methyl-1H-pyrrol-2-yl)carbonyl]piperazin-1-yl}benzaldehyde CN1C(=CC=C1)C(=O)N1CCN(CC1)C1=CC=C(C=O)C=C1